5-((phenoxy)carbonyl)-5-azaspiro[2.4]heptane-1-carboxylic acid O(C1=CC=CC=C1)C(=O)N1CC2(CC2C(=O)O)CC1